C12CN(CC(CC1)N2)C2=CC=C1C[C@H](COC1=C2)NC(=O)C=2C=NC=1NCCCC1C2 N-((3R)-7-(3,8-diazabicyclo[3.2.1]octan-3-yl)chroman-3-yl)-5,6,7,8-tetrahydro-1,8-naphthyridine-3-carboxamide